9-(dimethylamino)-7-hydroxy-6-(4-hydroxy-3,5-dimethoxyphenyl)-[1,3]dioxolo[4,5-g]chromen-5-ium CN(C=1C=2C=C(C(=[O+]C2C=C2C1OCO2)C2=CC(=C(C(=C2)OC)O)OC)O)C